(R)-N-(5-(2,2-dimethyl-2,3-dihydro-[1,4]dioxino[2,3-b]pyridin-6-yl)-4-((4-(3-methoxypiperidin-1-yl)-6-(methylsulfonyl)pyridin-2-yl)amino)pyridin-2-yl)acetamide CC1(OC=2C(=NC(=CC2)C=2C(=CC(=NC2)NC(C)=O)NC2=NC(=CC(=C2)N2C[C@@H](CCC2)OC)S(=O)(=O)C)OC1)C